C12COCC(CC1)N2C(=O)C2=CC(=C(C(=O)OCC)C=C2)OC2CC2 ethyl 4-(3-oxa-8-azabicyclo[3.2.1]octane-8-carbonyl)-2-cyclopropoxybenzoate